N'-methyl-urea CNC(N)=O